ClC1=CC=C(C=C1)C1=NC(=NO1)C(C)(C)S(=O)(=O)N 2-[5-(4-chlorophenyl)-1,2,4-oxadiazol-3-yl]propane-2-sulfonamide